C(C)(=O)N1C(/C(/C2=CC=C(C=C12)Cl)=C/C1=CC=C(C=C1)C(F)(F)F)=O (E)-1-acetyl-6-chloro-3-(4-(trifluoromethyl)benzylidene)indol-2-one